NC1=C(C=CC(=C1)F)C1=C(C=C(C(=C1)Cl)C(=O)NC=1C=C(C(=NC1)C(=O)NCC(C(C(F)(F)F)(F)F)(F)F)Cl)F 5-(2'-amino-5-chloro-2,4'-difluoro-[1,1'-biphenyl]-4-carboxamido)-3-chloro-N-(2,2,3,3,4,4,4-heptafluorobutyl)picolinamide